5-bromo-6-cyclopropyl-2-methylpyrido[3,4-d]pyrimidin-4(3H)-one BrC1=C(N=CC=2N=C(NC(C21)=O)C)C2CC2